FC1=C(C(=CC2=CC=C(C=C12)OCCN1C(NCC1)=O)O)N1CC(NS1(=O)=O)=O 5-{1-fluoro-3-hydroxy-7-[2-(2-oxoimidazolidin-1-yl)ethoxy]naphthalen-2-yl}-1λ6,2,5-thiadiazolidine-1,1,3-trione